1-eicosanoyl-2-tridecanoyl-sn-glycero-3-phosphocholine C(CCCCCCCCCCCCCCCCCCC)(=O)OC[C@@H](OC(CCCCCCCCCCCC)=O)COP(=O)([O-])OCC[N+](C)(C)C